tert-butyl (2-(2-(2-bromoethoxy) ethoxy)ethyl)carbamate BrCCOCCOCCNC(OC(C)(C)C)=O